CSC=1C=C2C=CN=CC2=CC1B(O)O (6-(methylthio)isoquinolin-7-yl)boronic acid